2,3-difluoro-4-pyridinecarboxylic acid FC1=NC=CC(=C1F)C(=O)O